5-(piperidin-4-amido)-1H-benzo[d]imidazole N1CCC(CC1)C(=O)NC1=CC2=C(NC=N2)C=C1